COCCNC1=CC(=NC(=C1)SC)C1=CNC2=CN=C(C=C21)NC(C)=O N-(3-(4-((2-methoxyethyl)amino)-6-(methylthio)pyridin-2-yl)-1H-pyrrolo[2,3-c]pyridin-5-yl)acetamide